4-amino-7-fluoro-N-methyl-N-((3S)-6-(methylsulfonyl)-2,3-dihydro-1-benzo-furan-3-yl)-1,3-dihydrofuro[3,4-c]-quinoline-8-carboxamide NC1=NC=2C=C(C(=CC2C2=C1COC2)C(=O)N([C@@H]2COC1=C2C=CC(=C1)S(=O)(=O)C)C)F